N-(2-chloro-4-fluoro-5-methoxybenzyl)-N-(2,2-dimethoxyethyl)-4-methylbenzenesulfonamide ClC1=C(CN(S(=O)(=O)C2=CC=C(C=C2)C)CC(OC)OC)C=C(C(=C1)F)OC